N'-{(2S,3R)-2-[(2,2'-difluoro-3'-methyl-[1,1'-biphenyl]-3-yl)methyl]-4,4-difluoro-1-[(2S)-oxetane-2-carbonyl]pyrrolidin-3-yl}-N,N-dimethylsulfuric diamide FC1=C(C=CC=C1C[C@@H]1N(CC([C@@H]1NS(N(C)C)(=O)=O)(F)F)C(=O)[C@H]1OCC1)C1=C(C(=CC=C1)C)F